1-(3-(difluoromethoxy)phenyl)-N-(3-methyl-1,1-dioxidothietan-3-yl)-3-(methylsulfonamido)-1H-indazole-5-carboxamide FC(OC=1C=C(C=CC1)N1N=C(C2=CC(=CC=C12)C(=O)NC1(CS(C1)(=O)=O)C)NS(=O)(=O)C)F